C(C)(=O)OC=1C(=CC2=C(OCCN2C(=O)OC(C)(C)C)N1)CC1=CC=C(C=C1)F tert-butyl 6-acetoxy-7-(4-fluorobenzyl)-2,3-dihydro-1H-pyrido[2,3-b][1,4]oxazine-1-carboxylate